FC=1C=CC(=C(C1)NC(OC(C)(C)C)=O)[N+](=O)[O-] tert-butyl N-(5-fluoro-2-nitro-phenyl)carbamate